ClC1=C(C=C(C=C1)C1N=C(CC1)NNC(=O)OC)F methyl 2-(2-(4-chloro-3-fluorophenyl)-3,4-dihydro-2H-pyrrol-5-yl)hydrazine-1-carboxylate